4-(1-Isopropyl-1H-pyrazol-3-yl)pyridin-2-amine C(C)(C)N1N=C(C=C1)C1=CC(=NC=C1)N